O1C(=NC2=C1C=CC=C2)NC=2OC1=C(N2)C=C(C=C1)C(=O)OC Methyl 2-(benzo[d]oxazol-2-ylamino)benzo[d]oxazole-5-carboxylate